FC1=CC=C(C=C1)C(CN1CCC(CC1)CNC(N(C)CC=1C=NC(=CC1)OC)=O)=O 3-((1-(2-(4-Fluorophenyl)-2-oxoethyl)piperidin-4-yl)methyl)-1-((6-methoxypyridin-3-yl)methyl)-1-methylurea